3-((3-methoxypyridin-2-yl)methylene)-6-(3-(4-fluorobenzoyl)benzylidene)piperazine-2,5-dione COC=1C(=NC=CC1)C=C1C(NC(C(N1)=O)=CC1=CC(=CC=C1)C(C1=CC=C(C=C1)F)=O)=O